N[C@@H]1CC[C@H](CC1)NC(=O)C1=CC2=C(C3=C(S(N2CCC)(=O)=O)C=NC(=N3)NC3=CC=C(C=C3)N3CCN(CC3)C)C=C1 N-(trans-4-aminocyclohexyl)-2-{[4-(4-methylpiperazin-1-yl)phenyl]amino}-6-propyl-6H-pyrimido[5,4-c][2,1]benzothiazine-8-carboxamide-5,5-dioxide